C(#N)CNC(C1=CC=C(C=C1)C1=CC=CC=2N1N=CC2C(=O)N2CCCCC2)=O N-(cyanomethyl)-4-(3-(piperidine-1-carbonyl)pyrazolo[1,5-a]pyridin-7-yl)benzamide